C(C)C=1C(=C(C(=O)OC)C(=CC1O)O)C methyl 3-ethyl-4,6-dihydroxy-2-methylbenzoate